CS(=O)(=O)C=1N(C2=C(C(=NC=3C=CC=CC23)N(CC2=CC=C(C=C2)OC)CC2=CC=C(C=C2)OC)N1)CC1=CC=C(C=C1)CN1CCCC1 2-methylsulfonyl-N,N-bis((4-methoxyphenyl)methyl)-1-((4-((pyrrolidin-1-yl)methyl)phenyl)methyl)-1H-imidazo[4,5-c]quinolin-4-amine